ClC1=C(C=CC(=C1)C)C(CNC(=O)C1=C(N=NC=2CCCCC12)S(=O)(=NC)C1=C(C(=CC=C1)C1CC1)F)(F)F N-[2-(2-chloro-4-methylphenyl)-2,2-difluoroethyl]-3-[S-(3-cyclopropyl-2-fluorophenyl)-N-methylsulfonimidoyl]-5,6,7,8-tetrahydrocinnoline-4-carboxamide